NC=1N(C(C=2C(=CC=NC2C1C#N)N[C@H]1CN(CC1)C)=O)C1=C(C(=CC=C1C)OC)C (R)-7-amino-6-(3-methoxy-2,6-dimethylphenyl)-4-((1-methylpyrrolidin-3-yl)amino)-5-oxo-5,6-dihydro-1,6-naphthyridine-8-carbonitrile